2-{4-[methyl-(5-morpholin-4-yl-pyridin-3-yl)-amino]-phenoxy}-pyrido[3,4-d]pyrimidin-4-ol CN(C1=CC=C(OC=2N=C(C3=C(N2)C=NC=C3)O)C=C1)C=1C=NC=C(C1)N1CCOCC1